trimethyltetradecahydrospiro[indeno[2,1-b]furan-2,2'-pyran] CC1C(C2(OCC1)CC1C(O2)CC2CCCCC21)(C)C